ClC(C)C=1C=[N+](C=C(C1)F)[O-] 3-(1-chloroethyl)-5-fluoropyridin-1-ium-1-olate